BrC1=C(C=C(CNC(=O)[C@@H]2NCCN(C2)C=2C=3C(N=CN2)=NN(C3)C3=CC(=C(C=C3)C)F)C=C1)C (R)-N-(4-bromo-3-methylbenzyl)-4-(2-(3-fluoro-4-methylphenyl)-2H-pyrazolo[3,4-d]pyrimidin-4-yl)piperazine-2-carboxamide